2-(2,6-dimethylpyridin-4-yl)-5-(piperidin-4-yl)-3-(3,3,3-trifluoropropan-1-en-2-yl)-1H-indole CC1=NC(=CC(=C1)C=1NC2=CC=C(C=C2C1C(=C)C(F)(F)F)C1CCNCC1)C